[Mo].NC1=C(C(=O)NC2CCC(CC2)O)C=C(C=N1)C1=CC=C(C=C1)[C@@]12CN(C[C@H]2C1)CCOC 2-amino-N-((1R,4R)-4-hydroxycyclohexyl)-5-(4-((1R,5S)-3-(2-methoxyethyl)-3-azabicyclo[3.1.0]Hex-1-yl)phenyl)nicotinamide molybdenum